N1(CCNCC1)C1=CC=C(C=C1)N(C(C)=O)C1CCC(CC1)NC1=NC2=CC=CC=C2C=N1 N-(4-(piperazin-1-yl)phenyl)-N-((1r,4r)-4-(quinazolin-2-ylamino)cyclohexyl)acetamide